7-methyl-octylmagnesium bromide CC(CCCCCC[Mg]Br)C